C(=O)(O)CN1CCN2CCCN(CCN(CCC1)CC2)CC(=O)O 4,11-bis(carboxymethyl)-1,4,8,11-tetraazabicyclo[6.6.2]-hexadecane